ClC=1C=C(C=C(C1OC1=NNC(C2=CC=CC=C12)=O)Cl)NC(=O)C1=NOC(N1)=O N-(3,5-dichloro-4-((4-oxo-3,4-dihydro-phthalazin-1-yl)oxy)phenyl)-5-oxo-4,5-dihydro-1,2,4-oxadiazole-3-carboxamide